FC1=C(C=C(C=C1)C=1C=C2C(=NC1)C=NN2CC2=CN=C(O2)C)C 5-[[6-(4-Fluoro-3-methyl-phenyl)pyrazolo[4,3-b]pyridin-1-yl]methyl]-2-methyl-oxazole